2-hydroxyethyl 2-(4-methoxyphenyl)-4-methylazole-5-carboxylate COC1=CC=C(C=C1)C=1NC(=C(C1)C)C(=O)OCCO